dimethyl-1,3-methanonaphthalen CC1(C2=CC1=CC1=CC=CC=C21)C